ClC=1C=C(C2=CC(=CC=C2C1)O)CCNC(C)=O N-(2-(3-chloro-7-hydroxynaphthalen-1-yl)ethyl)acetamide